3-Iodo-1-isopropyl-N6-methyl-1H-pyrazolo[3,4-d]pyrimidine-4,6-diamine IC1=NN(C2=NC(=NC(=C21)N)NC)C(C)C